chloro-2,4-dihydroxypyrimidine ClC=1C(=NC(=NC1)O)O